1-(5-methoxy-3-phenyl-1-(pyridine-2-yl)-1H-indole-2-yl)butan-1-one COC=1C=C2C(=C(N(C2=CC1)C1=NC=CC=C1)C(CCC)=O)C1=CC=CC=C1